C(CCCC)\C(=C(/C(CC(/C(=C(/C=1C=C(OC)C(=CC1)O)\CCCCC)/CCCCC)=O)=O)\CCCCC)\C1=CC=C(O)C(OC)=C1 tetrapentyl-curcumin